2-chloro-8-cyclopropyl-5-methylpyrido[2,3-d]pyrimidin-7(8H)-one ClC=1N=CC2=C(N1)N(C(C=C2C)=O)C2CC2